N-benzyl-5-methyl-2-[(2S)-2-(trifluoromethylsulfonylamino)propoxy]pyridine-4-carboxamide C(C1=CC=CC=C1)NC(=O)C1=CC(=NC=C1C)OC[C@H](C)NS(=O)(=O)C(F)(F)F